(S)-1-((5-chloro-3-fluoro-2-methylpyridin-4-yl)methyl)-3,4-dimethyl-2-oxo-N-(2,4,6-trifluorobenzyl)-1,2,3,4-tetrahydroquinazoline-7-carboxamide ClC=1C(=C(C(=NC1)C)F)CN1C(N([C@H](C2=CC=C(C=C12)C(=O)NCC1=C(C=C(C=C1F)F)F)C)C)=O